C1(CCC1)N(C(OC(C)(C)C)=O)[C@@H]1CN(CC1)C=1N=NC(=CC1)C1=C(C=C(C=C1)C1=CN=NC(=C1)C1CC1)OCOC tert-butyl N-cyclobutyl-N-[(3S)-1-{6-[4-(6-cyclopropylpyridazin-4-yl)-2-(methoxymethoxy)phenyl]pyridazin-3-yl}pyrrolidin-3-yl]carbamate